C1(CCCCC1)P(C=1NC=CC1)C1CCCCC1 2-(di-cyclohexylphosphino)pyrrole